6-(1,3-benzoxazol-2-yl)-2-[(diphenylmethyl)(methyl)amino]-5-hydroxy-3-methyl-3,4-dihydropyrimidin-4-one O1C(=NC2=C1C=CC=C2)C2=C(C(N(C(=N2)N(C)C(C2=CC=CC=C2)C2=CC=CC=C2)C)=O)O